2,5-diisocyanato-1,3,4-oxadiazole N(=C=O)C=1OC(=NN1)N=C=O